N1-(4-amino-2-(tetrahydro-2H-pyran-2-yl)-2H-pyrazolo[4,3-c]pyridin-7-yl)-N2-((S)-2-methylbutyl)-N2-((5-(trifluoromethyl)pyridin-2-yl)methyl)oxalamide NC1=NC=C(C=2C1=CN(N2)C2OCCCC2)NC(C(=O)N(CC2=NC=C(C=C2)C(F)(F)F)C[C@H](CC)C)=O